ethyl 4-(5-methoxy-7,8-dihydro-6H-indeno[5,4-b]thiophen-2-yl)-4-oxobutanoate COC1=CC=2SC(=CC2C=2CCCC12)C(CCC(=O)OCC)=O